8-(tert-butyl) 3-(2-(trimethylsilyl)ethyl) (1S,2R,5R)-2-allyl-3,8-diazabicyclo[3.2.1]octane-3,8-dicarboxylate C(C=C)[C@@H]1[C@@H]2CC[C@H](CN1C(=O)OCC[Si](C)(C)C)N2C(=O)OC(C)(C)C